C(C)[C@@]1(NC[C@@H]([C@H]([C@@H]1O)O)O)CO (2R,3R,4R,5S)-2-ethyl-2-(hydroxymethyl)piperidine-3,4,5-triol